N-cyclohexylmethyl-2-hydroxy-N-{2-[3-endo-(3-hydroxyphenyl)-8-aza-bicyclo[3.2.1]oct-8-yl]ethyl}acetamide C1(CCCCC1)CN(C(CO)=O)CCN1C2CC(CC1CC2)C2=CC(=CC=C2)O